Methyl 4-(3-((6-chloro-4-methoxypyridin-3-yl) carbamoyl)-3-(2-isopropylphenyl) azetidin-1-yl)-2,2-dimethylbutyrate ClC1=CC(=C(C=N1)NC(=O)C1(CN(C1)CCC(C(=O)OC)(C)C)C1=C(C=CC=C1)C(C)C)OC